NC12CC(C1)(C2)CC(=O)N2CCN(CC2)C 2-(3-Aminobicyclo[1.1.1]pentan-1-yl)-1-(4-methylpiperazin-1-yl)ethan-1-one